1-[5-(trifluoromethyl)[1,1'-biphenyl]-2-yl]pyrido[3,4-d]pyridazin-4-amine FC(C=1C=CC(=C(C1)C1=CC=CC=C1)C1=C2C(=C(N=N1)N)C=NC=C2)(F)F